C(C)(C)(C)OC(=O)N1C[C@H]([C@H](C1)OC=1C=NC(=CC1)C(NC)=O)F (3R,4S)-3-fluoro-4-((6-(methylcarbamoyl)pyridin-3-yl)oxy)pyrrolidine-1-carboxylic acid tert-butyl ester